N-[5-[3-(3,3-dimethylbutoxy)phenyl]-4-(2-propan-2-ylphenyl)-1,3-thiazol-2-yl]-3-(methylamino)benzenesulfonamide CC(CCOC=1C=C(C=CC1)C1=C(N=C(S1)NS(=O)(=O)C1=CC(=CC=C1)NC)C1=C(C=CC=C1)C(C)C)(C)C